p-phenoxyphenyl glycidyl ether C(C1CO1)OC1=CC=C(C=C1)OC1=CC=CC=C1